4-chlorobenzyl (4-(thiazol-5-ylmethyl)phenyl)carbamate S1C=NC=C1CC1=CC=C(C=C1)NC(OCC1=CC=C(C=C1)Cl)=O